3-[2-(4-methylpiperazin-1-yl)ethyl]Urea CN1CCN(CC1)CCNC(N)=O